C(#N)[C@H](CC1=CC=C(C=C1)C=1C=CC2=C(N(C(O2)=O)C)C1)NC(=O)[C@@H]1OCCCNC1 (2R)-N-{(1S)-1-cyano-2-[4-(3-methyl-2-oxo-2,3-dihydro-1,3-benzoxazol-5-yl)phenyl]Ethyl}-1,4-oxaazepane-2-carboxamide